3-fluoro-4-hydroxymethylbenzeneFormonitrile FC=1C=C(C=CC1CO)C#N